2-Decyl-tetradecanol C(CCCCCCCCC)C(CO)CCCCCCCCCCCC